CC(=CC(=O)OCCOCCO)C Diethylenglycol dimethylacrylat